C12OC[C@](CC1)(C2)N2N=C1N=C(C=CC1=C2)C2=C(C=C(C=C2C)C(F)(F)F)O 2-(2-((4S)-2-oxabicyclo[2.2.1]heptan-4-yl)-2H-pyrazolo[3,4-b]pyridin-6-yl)-3-methyl-5-(trifluoromethyl)phenol